ClC1=C(C=C(C=C1)C1(O)[C@H](O)[C@@H](O)[C@H](O)[C@H](O1)CO)CC1=CC=C(C=C1)F 1-C-[4-chloro-3-[(4-fluorophenyl)methyl]phenyl]-D-glucopyranose